bis(2,4,6-trimethylbenzoyl)phenyl-phosphine CC1=C(C(=O)P(C2=CC=CC=C2)C(C2=C(C=C(C=C2C)C)C)=O)C(=CC(=C1)C)C